1-(8-bromopyrido[2,3-e][1,2,4]triazolo[4,3-a]pyrazin-4-yl)-N-methylazetidin-3-amine methanesulfonate salt CS(=O)(=O)O.BrC1=CC2=C(N=C(C=3N2C=NN3)N3CC(C3)NC)N=C1